3-vinyl-2'-ethylbiphenyl C(=C)C=1C=C(C=CC1)C1=C(C=CC=C1)CC